11-Hydroxy-pentadecanoic acid OC(CCCCCCCCCC(=O)O)CCCC